3,6,7,8-tetrahydro-4H-cyclopenta[g]quinazolin-4-one N1=CNC(C2=CC3=C(C=C12)CCC3)=O